C(C)(C)(C)C1=CC=C(C=C1)C=1NC2=C3C(=CC=C2C1)C=CC=C3 2-(4-t-butylphenyl)benzo[5,6]indole